2-butyl-7-[3-(pyridin-3-yl)-1,2,4-oxadiazol-5-yl]-3,4-dihydro-2H-1-benzopyran-4-one C(CCC)C1OC2=C(C(C1)=O)C=CC(=C2)C2=NC(=NO2)C=2C=NC=CC2